CN([C@@H]1[C@@H](CC2=CC=CC=C12)NC1=NN(C(C2=C1N=CC=C2)=O)C)C 8-(((1S,2R)-1-(dimethylamino)-2,3-dihydro-1H-inden-2-yl)amino)-6-methylpyrido[2,3-d]pyridazin-5(6H)-one